ClC1=CC=C2C(=NC(N(C2=C1)C=1C=NNC1)=O)NC 7-chloro-4-(methylamino)-1-(1H-pyrazol-4-yl)-quinazolin-2(1H)-one